FC1=CC=2C3=C(C(N(C2N=C1)C=1C(=NC=CC1C)C(C)C)=O)N(C(C1N3CC(NC1)C)=O)C 11-fluoro-8-(2-isopropyl-4-methylpyridin-3-yl)-2,6-dimethyl-2,3,4,4a,6,8-hexahydro-1H-pyrazino[1',2':4,5]pyrazino[2,3-c][1,8]naphthyridine-5,7-dione